Trans-carvacrol C1=C(O)C(C)=CC=C1C(C)C